COC1=C(C=C2CC(CC2=C1)N(C)C)NC1=NC=C(C(=N1)N1OCC[C@H]1C1=CC=CC=C1)C(F)(F)F 6-methoxy-N2,N2-dimethyl-N5-(4-((S)-3-phenylisooxazolidin-2-yl)-5-(trifluoromethyl)pyrimidin-2-yl)-2,3-dihydro-1H-indene-2,5-diamine